COC(=O)C1CN(CC1C1=C(C=C(C(=C1)Cl)Cl)OC)CC1=CC=CC=C1 rel-1-benzyl-4-(4,5-dichloro-2-methoxyphenyl)pyrrolidine-3-carboxylic acid methyl ester